(R)-1-(2-((6-(3-((3-ethoxypyridin-2-yl)oxy)phenyl)pyrazin-2-yl)amino)pyrimidin-4-yl)piperidin C(C)OC=1C(=NC=CC1)OC=1C=C(C=CC1)C1=CN=CC(=N1)NC1=NC=CC(=N1)N1CCCCC1